diphenylpropanedione C1(=CC=CC=C1)CC(C(=O)C1=CC=CC=C1)=O